CO[Si](CCCNCCNCC(=O)O)(OC)OC N-[3-(trimethoxysilyl)propyl]-N'-carboxymethyl-ethylenediamine